COC(=O)C1=CC2=CC=C(C=C2C=C1)C1=CC(=CC=C1)OC1CCC1 6-(3-Cyclobutoxy-phenyl)-naphthalen-2-carboxylic acid methyl ester